tert-butyl (2S,4R)-2-((4-bromo-5-methylthiazol-2-yl) carbamoyl)-4-fluoropyrrolidine-1-carboxylate BrC=1N=C(SC1C)NC(=O)[C@H]1N(C[C@@H](C1)F)C(=O)OC(C)(C)C